O1CCOC12CCC(CC2)C2=NC(=NN2C(C)C)C2=NC(=CC=C2)C(F)(F)F 2-[5-(1,4-dioxaspiro[4.5]dec-8-yl)-1-isopropyl-1,2,4-triazol-3-yl]-6-(trifluoromethyl)pyridine